N-methyl-N-(3-(4,4,5,5-tetramethyl-1,3,2-dioxaborolan-2-yl)phenyl)ethenesulfonamide CN(S(=O)(=O)C=C)C1=CC(=CC=C1)B1OC(C(O1)(C)C)(C)C